ethyl 7-bromo-8-fluoro-4-hydroxy-6-iodoquinazoline-2-carboxylate BrC1=C(C=C2C(=NC(=NC2=C1F)C(=O)OCC)O)I